8-(4-fluorobenzyl)-1-tosyl-1,2,3,4-tetrahydropyrido[2,3-b][1,4]oxazepine FC1=CC=C(CC2=CC3=C(OCCCN3S(=O)(=O)C3=CC=C(C)C=C3)N=C2)C=C1